NC=1C=C2C(=NNC2=CC1)C1=CC(=NC=C1)N1CCN(CC1)CCN1CCC(CC1)CN1CCN(CC1)C=1C=C2C(N(C(C2=CC1)=O)C1C(NC(CC1)=O)=O)=O 5-[4-[[1-[2-[4-[4-(5-amino-1H-indazol-3-yl)-2-pyridyl]piperazin-1-yl]ethyl]-4-piperidyl]methyl]piperazin-1-yl]-2-(2,6-dioxo-3-piperidyl)isoindoline-1,3-dione